ClC1=C(C(=CC=C1)Cl)C1=NC(=NC2=C1C(NC=1N2CCN1)=O)NC1=CC=C(C=C1)N1CCN(CC1)C (2,6-dichlorophenyl)-2-((4-(4-methylpiperazin-1-yl)phenyl)amino)-8,9-dihydroimidazo[1,2-a]pyrimido[5,4-e]pyrimidin-5(6H)-one